[OH-].C(=O)(O)C=1C=[N+](C=CC1)C 3-carboxyl-methyl-Pyridinium hydroxide